1-(6,7-dihydro-5H-benzo[6,7]cyclohepta[1,2-c]pyridazin-3-yl)-N3-(6-cyclopentyl-5,6,7,8-tetrahydro-1,6-naphthyridine-3-yl)-1H-1,2,4-triazole-3,5-diamine N1=NC(=CC2=C1C1=C(CCC2)C=CC=C1)N1N=C(N=C1N)NC=1C=NC=2CCN(CC2C1)C1CCCC1